tert-Butyl 2-((6-bromo-2-chloropyridine-3-sulfonamido)methyl)piperidine-1-carboxylate BrC1=CC=C(C(=N1)Cl)S(=O)(=O)NCC1N(CCCC1)C(=O)OC(C)(C)C